3-(4-(2,5-Diazabicyclo[2.2.2]octan-2-yl)-8-fluoro-2-(((2R,7aS)-2-fluorotetrahydro-1H-pyrrolizin-7a(5H)-yl-2-d)methoxy-d2)pyrido[4,3-d]pyrimidin-7-yl)-4-(trifluoromethyl)phenol C12N(CC(NC1)CC2)C=2C1=C(N=C(N2)OC([2H])([2H])[C@]23CCCN3C[C@](C2)([2H])F)C(=C(N=C1)C=1C=C(C=CC1C(F)(F)F)O)F